3-(3,5-di-tert-butyl-4-hydroxyphenyl) propionylhexamethylenediamine (3s,4r)-4-aminooxanebenzyl 3-[3-(3-aminopropanoylamino)propanoylamino]propanoate hydrochloride Cl.NCCC(=O)NCCC(=O)NCCC(=O)OCC1=CC=CC=C1C1OCC[C@H](C1)N.C(C)(C)(C)C=1C=C(C=C(C1O)C(C)(C)C)CCC(=O)NCCCCCCN